ClC1=CC=C2C(=NN(C2=C1)C1=CC(=CC=C1)C)C(C)N1N=C(C=2C1=NC=NC2N)C=2C=NC(=CC2)OC 1-(1-(6-Chloro-1-(3-(methyl)phenyl)-1H-indazol-3-yl)ethyl)-3-(6-methoxypyridine-3-yl)-1H-pyrazolo[3,4-d]pyrimidin-4-amine